Perfluoroundecanoic acid FC(C(=O)O)(C(C(C(C(C(C(C(C(C(F)(F)F)(F)F)(F)F)(F)F)(F)F)(F)F)(F)F)(F)F)(F)F)F